ClC1=CC(=C(C(=C1)C)C=1CNC2(CCC3(OCCO3)CC2)C1O)C 11-(4-chloro-2,6-dimethylphenyl)-12-hydroxy-1,4-dioxa-9-azadispiro[4.2.4.2]tetradec-11-ene